3-(dimethylamino)aniline CN(C=1C=C(N)C=CC1)C